(2S,3S,4R,5R)-5-(6-(benzylamino)-2-(5-fluoropyridin-3-yl)-9H-purin-9-yl)-3,4-dihydroxy-N-methyltetrahydrofuran-2-carboxamide C(C1=CC=CC=C1)NC1=C2N=CN(C2=NC(=N1)C=1C=NC=C(C1)F)[C@H]1[C@@H]([C@@H]([C@H](O1)C(=O)NC)O)O